5-ethyl-3-methylocta-5-en-1-ol C(C)C(CC(CCO)C)=CCC